{1-[1-(3,5-dichlorobenzoyl)piperidin-4-yl]-3-[4-(7H-pyrrolo[2,3-d]pyrimidin-4-yl)-1H-pyrazol-1-yl]azetidin-3-yl}acetonitrile ClC=1C=C(C(=O)N2CCC(CC2)N2CC(C2)(N2N=CC(=C2)C=2C3=C(N=CN2)NC=C3)CC#N)C=C(C1)Cl